ClC=1C=C(C=CC1F)C1=CC=CC=2N1C=C(N2)NC(=O)C2CC2 N-[5-(3-chloro-4-fluoro-phenyl)imidazo[1,2-a]pyridin-2-yl]cyclopropanecarboxamide